2-((1r,3r)-3-(5-(2-aminopropan-2-yl)-6-methylpyrazin-2-yl)cyclobutyl)-7-methoxy-[1,2,4]triazolo[1,5-c]quinazolin-5-amine NC(C)(C)C=1N=CC(=NC1C)C1CC(C1)C1=NN2C(=NC=3C(=CC=CC3C2=N1)OC)N